(5S,8R)-3,5-difluoro-8-[(1S,2R)-2-fluoro-7-[2-(fluoromethyl)pyridin-3-yl]-1-hydroxy-2,3-dihydro-1H-inden-4-yl]-5,6,7,8-tetrahydronaphthalene-1-carbonitrile FC=1C=C(C=2[C@H](CC[C@@H](C2C1)F)C1=C2C[C@H]([C@H](C2=C(C=C1)C=1C(=NC=CC1)CF)O)F)C#N